(R)-4-(1-(4-fluorophenyl)ethyl)-1H-imidazole-5-carboxylic acid ethyl ester C(C)OC(=O)C1=C(N=CN1)[C@H](C)C1=CC=C(C=C1)F